NC1=C(NC(=C(N=C1)CC(=O)[O-])CC(=O)[O-])CC(=O)[O-] 6-Amino-1,4-diazepin-triacetat